C(CCCC\C=C/C\C=C/C\C=C/C\C=C/CC)(=O)O (6Z,9Z,12Z,15Z)-octadeca-6,9,12,15-tetraenoic acid